1-(tert-Butyl)-3-(3-(ethylthio)phenyl)-5-methylpyrazol-4-ol C(C)(C)(C)N1N=C(C(=C1C)O)C1=CC(=CC=C1)SCC